(3R,4R)-4-(((3-fluoro-5-methoxy-2',2''-dimethyl-3''-(pyrido[3,4-b]pyrazin-5-ylamino)-[1,1':3',1''-terphenyl]-4-yl)methyl)amino)tetrahydro-2H-pyran-3-ol FC=1C=C(C=C(C1CN[C@H]1[C@H](COCC1)O)OC)C1=C(C(=CC=C1)C1=C(C(=CC=C1)NC1=NC=CC=2C1=NC=CN2)C)C